CN1N=CC2=CC(=CC=C12)\C=C\1/N=C(NC1=O)SC (4Z)-4-[(1-methylindazol-5-yl)methylene]-2-methylsulfanyl-1H-imidazol-5-one